succinimidyl Valerate C(CCCC)(=O)ON1C(CCC1=O)=O